Dimethylzirconium [2',2'''-(pyridine-2,6-diyl)bis(3-((1r,3R,5S,7r)-3,5-dimethyladamantan-1-yl)-5-fluoro-4'-isopropyl-[1,1'-biphenyl]-2-olate)] N1=C(C=CC=C1C1=C(C=CC(=C1)C(C)C)C=1C(=C(C=C(C1)F)C12C[C@]3(C[C@](CC(C1)C3)(C2)C)C)[O-])C2=C(C=CC(=C2)C(C)C)C=2C(=C(C=C(C2)F)C23C[C@]1(C[C@](CC(C2)C1)(C3)C)C)[O-].C[Zr+2]C